C(#N)C1=C(SC(=C1C1=CC=C(C=C1)OC)C)N1C(C2=CC=C(C=C2C1=O)C(=O)N[C@H](C(=O)O)CC1=CC=CC=C1)=O (2S)-2-({2-[3-Cyano-4-(4-methoxyphenyl)-5-methyl-thiophen-2-yl]-1,3-dioxo-2,3-dihydro-1H-isoindole-5-carbonyl}-amino)-3-phenylpropanoic acid